phenyl N-(4-{1-tert-butyl-4-carbamoyl-5-[(pyrazin-2-yl) amino]-1H-pyrazol-3-yl}phenyl)carbamate C(C)(C)(C)N1N=C(C(=C1NC1=NC=CN=C1)C(N)=O)C1=CC=C(C=C1)NC(OC1=CC=CC=C1)=O